7-bromo-5-(trifluoromethyl)-1,2,3,4-tetrahydroisoquinoline BrC1=CC(=C2CCNCC2=C1)C(F)(F)F